1-(1-methyl-3-(4'-(oxetan-3-yloxy)-4,5,5',6'-tetrahydro-2H-spiro[furan-3,8'-pyrano[3,4-b]pyridin]-2'-yl)-1H-pyrrolo[2,3-c]pyridin-5-yl)urea CN1C=C(C=2C1=CN=C(C2)NC(=O)N)C2=CC(=C1C(=N2)C2(OCC1)COCC2)OC2COC2